C1(CC1)C=1N=C(N2C1C=CC=C2)C(C)(C)NC(=O)C2[C@H]1CNC[C@@H]2C1 (1R,5S,6r)-N-(2-(1-cyclopropylimidazo[1,5-a]pyridin-3-yl)propan-2-yl)-3-azabicyclo[3.1.1]heptane-6-carboxamide